2-trimethylsilylethyl carbamate C(N)(OCC[Si](C)(C)C)=O